Cl.C(C)CC(=O)NC1CCNCC1 ethyl-N-(piperidin-4-yl)acetamide hydrochloride